3-{6-[(1-{[4-methyl-5-(propan-2-yl)pyridin-2-yl]carbamoyl}-D-prolyl)amino]pyridin-3-yl}benzoic acid CC1=CC(=NC=C1C(C)C)NC(=O)N1[C@H](CCC1)C(=O)NC1=CC=C(C=N1)C=1C=C(C(=O)O)C=CC1